ClC1=C(C=NC=C1)C1=CC=C(C#N)C=C1 4-(4-chloropyridin-3-yl)benzonitrile